C(CCCC)(=O)O[C@H]1CC[C@@H]2[C@@]1(CC[C@@H]1[C@]3(CCC=4N=C(SC4C3=CC[C@@H]21)NC2=C(C=CC=C2)Cl)C)C (5aR,5bS,7aS,8S,10aS,10bR)-2-((2-chlorophenyl)amino)-5a,7a-dimethyl-5,5a,5b,6,7,7a,8,9,10,10a,10b,11-dodecahydro-4H-cyclopenta[7,8]phenanthro[2,1-d]thiazol-8-yl pentanoate